methyl 6-(4-tert-butyl-phenyl)-2-ethyl-nicotinate C(C)(C)(C)C1=CC=C(C=C1)C1=NC(=C(C(=O)OC)C=C1)CC